N(=[N+]=[N-])CC(=O)NCC1=CC=CC=C1 2-azido-N-benzyl-acetamide